[N+](=O)([O-])C1=CC=C(C=C1)C1=NN=C(O1)C1=CC=C(C=C1)N=NC1=CC=C(C=C1)N(CCCC(=O)[O-])CCCC(=O)[O-] ((4-((4-(5-(4-nitrophenyl)-1,3,4-oxadiazol-2-yl)phenyl)diazenyl)phenyl) azanediyl)bis(ethane-2,1-diyl)diacetate